S1C(=NC2=C1C=CC=C2)COC=2C=C1C(=CC(=NC1=CC2)C(=O)N2CCC(CC2)N2N=CC=C2)C(=O)O 6-(1,3-benzothiazol-2-ylmethoxy)-2-[[4-(1H-pyrazol-1-yl)piperidin-1-yl]carbonyl]quinoline-4-carboxylic acid